ClC=1C=C(C(=C(C1)NC(OC(C)(C)C)=O)F)O tert-butyl N-(5-chloro-2-fluoro-3-hydroxy-phenyl)carbamate